CC1CCC(C(C1)C(C(=O)O)CC(=O)O)C(C)C.FC(C1=CC=C(C=C1)C=1CC2(CCN(C2)C(C=C)=O)CC1)(F)F 1-(7-(4-(trifluoromethyl)phenyl)-2-azaspiro[4.4]non-7-en-2-yl)prop-2-en-1-one 5-methyl-2-(propan-2-yl)cyclohexyl-butanedioate